1-[4-chloro-3-(1,1,2,2-tetrafluoroethoxy)phenyl]-3-[(1S)-1-(2-pyrimidin-2-yl-1,2,4-triazol-3-yl)ethyl]urea ClC1=C(C=C(C=C1)NC(=O)N[C@@H](C)C=1N(N=CN1)C1=NC=CC=N1)OC(C(F)F)(F)F